1-(2-Hydroxyethyl)-5-(4-((4-((5-(trifluoromethyl)pyridin-2-yl)amino)piperidin-1-yl)sulfonyl)phenyl)-1H-pyrrolo[2,3-b]pyridine-3-carbonitrile OCCN1C=C(C=2C1=NC=C(C2)C2=CC=C(C=C2)S(=O)(=O)N2CCC(CC2)NC2=NC=C(C=C2)C(F)(F)F)C#N